[Ca+2].C(C(O)CO)(=O)[O-].C(C(O)CO)(=O)[O-] Glyceric Acid Calcium Salt